C(C)(C)(C)[Si](C)(C)OC1=C(CC=2C1=C(SC2OCC(C)C)S(=O)(=O)C)F tert-butyl-({[5-fluoro-1-methanesulfonyl-3-(2-methylpropyloxy)-4H-cyclopenta[c]thiophen-6-yl]oxy})dimethylsilane